di(cyclopentadienyl)-bis[2,6-difluoro-3-((2-(2-methoxyethyl)-5-methyl-1H-pyrrol-1-yl)methyl)phenyl]titanium C1(C=CC=C1)[Ti](C1=C(C(=CC=C1F)CN1C(=CC=C1C)CCOC)F)(C1=C(C(=CC=C1F)CN1C(=CC=C1C)CCOC)F)C1C=CC=C1